C1(CC1)C#CC1=CC(=CC(=N1)[C@H](CC(=O)OC)NC(C(CC(C)C)N1C(C=C(C(=C1)CCN(C)C)C(F)(F)F)=O)=O)C1=C(C=CC=C1C)C methyl (3S)-3-(6-(cyclopropylethynyl)-4-(2,6-dimethylphenyl)pyridin-2-yl)-3-(2-(5-(2-(dimethylamino)ethyl)-2-oxo-4-(trifluoromethyl)pyridin-1(2H)-yl)-4-methylpentanamido)propanoate